FC=1C(=C(C=C(C1)CC(C)C)N1C[C@@H](N(CC1)CC1=NC=CC=C1C)C)C=1N=NNN1 (2S)-4-[3-fluoro-5-isobutyl-2-(2H-tetrazol-5-yl)phenyl]-2-methyl-1-[(3-methyl-2-pyridyl)-methyl]piperazine